3-(5-bromo-7-(difluoromethoxy)-1-oxoisoindolin-2-yl)piperidine-2,6-dione BrC=1C=C2CN(C(C2=C(C1)OC(F)F)=O)C1C(NC(CC1)=O)=O